ClC1=NC=C(C(=O)NOCC)C(=C1)NC1=C(C=C(C=C1)OCC)NS(=O)(=O)C 6-chloro-N-ethoxy-4-((4-ethoxy-2-(N-methylsulfonylamino)phenyl)amino)nicotinamide